FC1=CC=C(C=C1)[C@@H]1N(CCC2=CC=CC=C12)C(=O)[C@@H]1CC[C@](CO1)(CO)NC(OC(C)(C)C)=O tert-butyl ((3R,6S)-6-((S)-1-(4-fluorophenyl)-1,2,3,4-tetrahydroisoquinoline-2-carbonyl)-3-(hydroxymethyl)tetrahydro-2H-pyran-3-yl)carbamate